N1(N=CC=C1)CC=1C=CC(=NC1OC)C(=O)NS(=O)(=N)C1=C(C=CC=C1OC)OC1CCC1 5-((1H-pyrazol-1-yl)methyl)-N-(2-cyclobutoxy-6-methoxyphenylsulfonimidoyl)-6-methoxypicolinamide